ClC=1C=C2C=C(NC2=CC1C1=NC=C(N=C1)OC)CNC(=O)[C@@H]1OCC1 (R)-N-((5-chloro-6-(5-methoxypyrazin-2-yl)-1H-indol-2-yl)methyl)oxetane-2-carboxamide